C1CCC(CC1)C(N=C=O)N=C=O 4-cyclohexylmethylidene isocyanate